[C].C(C=1C(O)=CC=CC1)(=O)NN salicylhydrazide carbon